4,6-bis(1-methylethyl)-1,3-benzenedimethaneamine CC(C)C1=C(C=C(C(=C1)C(C)C)CN)CN